CN1N=C(C=C1C1CCC2(OCCO2)CC1)C(F)(F)F 1-methyl-5-(1,4-dioxaspiro[4.5]decan-8-yl)-3-(trifluoromethyl)-1H-pyrazole